CN(C/C=C/C(=O)N1C[C@@H](N(CC1)C=1C2=C(N(C(N1)=O)C=1C(=NC=CC1C)C(C)C)N=C(C(=C2)F)C2=C(C=CC=C2O)F)C)C 4-((2S)-4-((2E)-4-(dimethylamino)-2-butenoyl)-2-methyl-1-piperazinyl)-6-fluoro-7-(2-fluoro-6-hydroxyphenyl)-1-(4-methyl-2-(2-propanyl)-3-pyridinyl)pyrido[2,3-d]pyrimidin-2(1H)-one